FC1=CC=C(CC=2C(=NC(=NC2)NCC2=CC=C(C=C2)OCC(C)C)C2CN(C2)C)C=C1 (4-Fluorobenzyl)-N-(4-isobutoxybenzyl)-4-(1-methylazetidin-3-yl)pyrimidin-2-amine